1-(9Z-heptadecenoyl)-2-(11Z,14Z-eicosadienoyl)-glycero-3-phospho-(1'-sn-glycerol) CCCCCCC/C=C\CCCCCCCC(=O)OC[C@H](COP(=O)(O)OC[C@H](CO)O)OC(=O)CCCCCCCCC/C=C\C/C=C\CCCCC